6-[5-(difluoromethyl)-1,3,4-oxadiazol-2-yl]-2-(4-fluorophenyl)-3-methyl-2,3-dihydro-4H-1,3-benzoxazin-4-one FC(C1=NN=C(O1)C=1C=CC2=C(C(N(C(O2)C2=CC=C(C=C2)F)C)=O)C1)F